CC=1N=C(SC1C(=O)N1CC2=CC=CC=C2CC1C(=O)OCC)C1=CC=CC=C1 Ethyl 2-(4-methyl-2-phenylthiazole-5-carbonyl)-1,2,3,4-tetrahydroisoquinoline-3-carboxylate